1-(2-(cyclopropyloxymethyl)-1-(5-carbonyl-4,5-dihydro-1,2,4-oxadiazol-3-yl)cyclopropyl)-5-((S)-2,2-dimethyltetrahydro-2H-pyran-4-yl)-1H-indole-2-carboxylic acid C1(CC1)OCC1C(C1)(C1=NOC(N1)=C=O)N1C(=CC2=CC(=CC=C12)[C@@H]1CC(OCC1)(C)C)C(=O)O